(1R,3R,4R)-2-(7-chloro-1H-indole-2-carbonyl)-5,5-difluoro-N-((S,E)-4-fluoro-4-(methylsulfonyl)-1-((S)-2-oxopyrrolidin-3-yl)but-3-en-2-yl)-2-azabicyclo[2.2.2]octane-3-carboxamide ClC=1C=CC=C2C=C(NC12)C(=O)N1[C@H]2CC([C@@H]([C@@H]1C(=O)N[C@@H](C[C@H]1C(NCC1)=O)\C=C(\S(=O)(=O)C)/F)CC2)(F)F